2-n-propyl-1,4-dichlorobenzene C(CC)C1=C(C=CC(=C1)Cl)Cl